C(CCCCCCCCCCC)C(C(=O)NCCCCCCCCCCN(C(OCCCN1CCCC1)=O)CCCCCCCCCCNC(C(CCCCCC)CCCCCCCCCCCC)=O)CCCCCC 3-(pyrrolidin-1-yl)propyl bis(10-(n-dodecyloctanamido)decyl)carbamate